The molecule is a monohydroxybenzoic acid that is 4-hydroxybenzoic acid substituted with a methoxy group at C-3 and a polyprenyl chain of unspecified length at C-5. It is an olefinic compound, a monohydroxybenzoic acid and a methoxybenzoic acid. It is a conjugate acid of a 3-methoxy-4-hydroxy-5-all-trans-polyprenylbenzoate. CC(=CCC1=C(C(=CC(=C1)C(=O)O)OC)O)C